6-amino-3-(1-(dimethylamino)ethyl)benzo[c][1,2]oxaborin-1(3H)-ol NC1=CC2=C(B(OC(C2)C(C)N(C)C)O)C=C1